NCCCCCCS(=O)(=O)O 6-amino-1-hexanesulfonic acid